(-)-1-[(3S*,4R*)-4-(2,6-difluoro-4-methoxyphenyl)-1-(2-hydroxyethyl)-2-oxopyrrolidin-3-yl]-3-(p-tolyl)urea FC1=C(C(=CC(=C1)OC)F)[C@H]1[C@@H](C(N(C1)CCO)=O)NC(=O)NC1=CC=C(C=C1)C |o1:10,11|